lithium aluminum salt lithium [Li].[Al].[Li]